(6-(hydroxymethyl)spiro[3.3]heptan-2-yl)-7-methyl-2-((6-methyl-2,3-dihydrobenzofuran-5-yl)amino)-7,9-dihydro-8H-purin-8-one OCC1CC2(CC(C2)N2C3=NC(=NC=C3N(C2=O)C)NC=2C(=CC3=C(CCO3)C2)C)C1